ClC=1C(=CC2=C(C[C@](O2)(C2=CC=CC=C2)CNC2CCC(CC2)OC)C1C=1C(=CC2=C(C1F)OCC1=NN(C=C12)C)C(=O)N)F (S)-7-((S)-5-Chloro-6-fluoro-2-((((1R,4S)-4-methoxycyclohexyl)amino)methyl)-2-phenyl-2,3-dihydrobenzofuran-4-yl)-6-fluoro-2-methyl-2,4-dihydrochromeno[3,4-c]pyrazole-8-carboxamide